C(C1=CC=CC=C1)OC=1C(=C(C(=O)O)C=CC1)C(F)(F)F 3-(benzyloxy)-2-(trifluoromethyl)benzoic acid